N1=C(N=CC(=C1)[C@H]1[C@@H](C1)C=1C=CC(=C(C1)N1CC(C1)O)F)C1=NC=CC=N1 trans-1-(5-(2-([2,2'-Bipyrimidin]-5-yl)cyclopropyl)-2-fluorophenyl)azetidin-3-ol